(R)-tert-butyl 3-(4-((1-(3-(difluoromethyl)-2-fluorophenyl)ethyl)amino)-2-methyl-1,7-dioxo-1,2-dihydropyrido[3,4-d]pyridazin-6(7H)-yl)-3-methylazetidine-1-carboxylate FC(C=1C(=C(C=CC1)[C@@H](C)NC1=NN(C(C=2C1=CN(C(C2)=O)C2(CN(C2)C(=O)OC(C)(C)C)C)=O)C)F)F